N-(3-((2-(4-((Z)-icos-11-enoyl)piperazin-1-yl)-2-oxoethyl)thio)propanoyl)-N-methyl-L-alaninate C(CCCCCCCCC\C=C/CCCCCCCC)(=O)N1CCN(CC1)C(CSCCC(=O)N([C@@H](C)C(=O)[O-])C)=O